histidineal N[C@@H](CC1=CNC=N1)C=O